O1CCN(CC1)CCOC=1C=CC=2N(C1)C(=CN2)C(=O)N2CC1=C(CC2)C(=CS1)C(=O)NC1=CC(=CC=C1)C(F)(F)F 6-(6-(2-Morpholinoethoxy)imidazo[1,2-a]pyridin-3-carbonyl)-N-(3-(trifluoromethyl)phenyl)-4,5,6,7-tetrahydrothieno[2,3-c]pyridin-3-carboxamid